C(C)OCC=1NC(=C(N1)C(=O)O)C(=O)O 2-(ethoxymethyl)-1H-imidazole-4,5-dicarboxylic acid